C(C)(=O)O.C1(CCCCC1)CN1CN(C=C1)C 1-(cyclohexylmethyl)-3-methylimidazole acetate